CC1=C(C=C(C=C1)C(NC=1C=NC=C(C1)C(F)(F)F)=O)C1CN(CC1)C=1C=NC=C(C(=O)N)C1 5-(3-(2-methyl-5-((5-(trifluoromethyl)pyridin-3-yl)carbamoyl)phenyl)pyrrolidin-1-yl)nicotinamide